N[C@H]1CN(CCC1)C(=O)C=1C=C2OCCN3C(=NC(C1)=C32)C=3N(C2=C(C=CC=C2C3)Cl)CC3=NC=CC=C3F (R)-(3-aminopiperidin-1-yl)(2-(7-chloro-1-((3-fluoropyridin-2-yl)methyl)-1H-indol-2-yl)-3,4-dihydro-5-oxa-1,2a-diazaacenaphthylen-7-yl)methanone